Cl.C(C1=CC=CC=C1)N1CCC2(CC(C2)N(C(=O)C=2SC=CC2)C2=CC=CC=C2)CC1 N-(7-benzyl-7-azaspiro[3.5]nonan-2-yl)-N-phenylthiophene-2-carboxamide hydrochloride